2-(3-chlorophenyl)-2-nitrocyclohexanone ClC=1C=C(C=CC1)C1(C(CCCC1)=O)[N+](=O)[O-]